5-aza-cytosine N1C(=O)N=C(N)N=C1